C(C1=CC=CC=C1)OC1=C(C(=O)N2CC3=C(C=CC=C3CC2)NC2CN(CC2)C(=O)N(C)C)C(=CC(=C1)O)O 3-((2-(2-(Benzyloxy)-4,6-dihydroxybenzoyl)-1,2,3,4-tetrahydro-isoquinolin-8-yl)amino)-N,N-dimethylpyrrolidine-1-carboxamide